N-(6-((3-cyano-6-(4-(4-methylpiperazin-1-yl)phenyl)pyrazolo[1,5-a]pyridin-4-yl)oxy)pyridin-3-yl)acrylamide C(#N)C=1C=NN2C1C(=CC(=C2)C2=CC=C(C=C2)N2CCN(CC2)C)OC2=CC=C(C=N2)NC(C=C)=O